ethylene glycol methyl-n-butyl ether CC(CCC)OCCO